C(CCCC)C1=CC2=C(C3=CC=CC=C3C(=C2C=C1)OC(CC(=O)OC(C)(C)C)C)OC(CC(=O)OC(C)(C)C)C 2-pentyl-9,10-bis(tert-butoxycarbonylpropyleneoxy)anthracene